OCCN1CC(C1)[C@H](C)NC(=O)C=1C=NC2=C(C=CC=C2C1)C1=CC=C(C=C1)C(F)(F)F N-[(1S)-1-[1-(2-hydroxyethyl)azetidin-3-yl]ethyl]-8-[4-(trifluoromethyl)phenyl]quinoline-3-carboxamide